NC=1N=C2CCC(N(C2=CC1)C(C)C1=CC(=CC=C1)C(F)(F)F)=O 6-amino-1-{1-[3-(trifluoromethyl)phenyl]ethyl}-3,4-dihydro-1,5-naphthyridin-2-one